N-[(3-exo)-8-Azabicyclo[3.2.1]oct-3-yl]-6-(8-fluoro-2-methylimidazo[1,2-a]pyridin-6-yl)-N-methyl[1,3]thiazolo[4,5-c]pyridin-2-amin-Hydrochlorid Cl.C12CC(CC(CC1)N2)N(C=2SC1=C(C=NC(=C1)C=1C=C(C=3N(C1)C=C(N3)C)F)N2)C